4-{[5-Bromo-1-(4-chlorophenyl)-7-fluoro-1-((1-[hydroxy(2H2)methyl]cyclopropyl)(2H2)methoxy)-3-oxo-2,3-dihydro-1H-isoindol-2-yl]methyl}benzonitrile BrC=1C=C2C(N(C(C2=C(C1)F)(OC([2H])([2H])C1(CC1)C([2H])([2H])O)C1=CC=C(C=C1)Cl)CC1=CC=C(C#N)C=C1)=O